FC1CCC(CC1)[C@H](NC(=O)C1=NON=C1C)C=1OC2=C(N1)C=C(C=C2)[C@@H](COC)N2C(N[C@@H](C2)C(F)(F)F)=O N-((S)-((1s,4R)-4-fluorocyclohexyl)(5-((S)-2-methoxy-1-((S)-2-oxo-4-(trifluoromethyl)imidazolidin-1-yl)ethyl)benzo[d]-oxazol-2-yl)methyl)-4-methyl-1,2,5-oxadiazole-3-carboxamide